N[C@@]1(C[C@@H](CC[C@H]1CNC([C@H](C(C)C)N)=O)CCB1OC(CC(O1)(C(=O)O)CC(=O)O)=O)C(=O)O 2-(2-((1R,3R,4S)-3-amino-4-(((S)-2-amino-3-methylbutanamido)methyl)-3-carboxycyclohexyl)ethyl)-4-(carboxymethyl)-6-oxo-1,3,2-dioxaborinane-4-carboxylic acid